9,10-dioxaanthracene-2-sulfonic acid C1=C(C=CC=2OC3=CC=CC=C3OC12)S(=O)(=O)O